1-(2-((7-chloro-2-((cis)-3-hydroxy-3-methylcyclobutyl)-1H-benzo[d]imidazol-5-yl)oxy)ethyl)-5'-(difluoromethyl)spiro[piperidine-4,3'-pyrrolo[2,3-c]pyridin]-2'(1'H)-one ClC1=CC(=CC2=C1NC(=N2)C2CC(C2)(C)O)OCCN2CCC1(C(NC3=CN=C(C=C31)C(F)F)=O)CC2